NC1=CC=C(C=C1)S(=O)(=O)OC1=CC=C(C=C1)C(C=CC1=CC=C(C=C1)O)=O [4-[3-(4-Hydroxyphenyl)prop-2-enoyl]phenyl] 4-aminobenzenesulfonate